ClC1=C(C=C(C=C1)NC(=O)N1[C@H]2C[C@@H](C[C@@]1(C2)C=2OC(=NN2)C)C)N2N=CC=N2 (1R,3S,5S)-N-(4-chloro-3-(2H-1,2,3-triazol-2-yl)phenyl)-3-methyl-1-(5-methyl-1,3,4-oxadiazol-2-yl)-6-azabicyclo[3.1.1]heptane-6-carboxamide